1-isopropylpyrazolo[3,4-d]pyrimidin-6-amine C(C)(C)N1N=CC=2C1=NC(=NC2)N